ClC=1C(=CC=C2C=C(C=C(C12)C1=CC=C2C(=NC(=NC2=C1F)OC[C@]12CCCN2C[C@@H](C1)F)N1CC2(CNS(N2)(=O)=O)CCC1)O)F 7-(7-(8-Chloro-7-fluoro-3-hydroxynaphthalen-1-yl)-8-fluoro-2-(((2r,7as)-2-fluorohexahydro-1H-pyrrolizin-7a-yl)methoxy)quinazolin-4-yl)-2-thia-1,3,7-triazaspiro[4.5]decane 2,2-dioxide